(S)-6-methoxy-3-((8-methoxy-2-(6-methoxypyridin-3-yl)-2,3-dihydrobenzo[b][1,4]dioxin-6-yl)methyl)-3H-imidazo[4,5-b]pyridine COC=1C=C2C(=NC1)N(C=N2)CC2=CC1=C(O[C@H](CO1)C=1C=NC(=CC1)OC)C(=C2)OC